FC=1C=C(C(=NO)N)C=CC1F 3,4-difluoro-N'-hydroxy-benzamidine